N1CCC=2C1=C1C=C(NC1=CC2)C(=O)[O-] 1,2-dihydro-3H-pyrrolo(2,3-e)indole-7-carboxylate